5-methyl-6-(4-(methylthio)benzyl)-[1,2,4]triazolo[1,5-a]pyrimidin-7-ol CC1=NC=2N(C(=C1CC1=CC=C(C=C1)SC)O)N=CN2